2-[4-[2-methyl-5-(3-methyl-5-isoxazolyl)-4-pyrimidinyl]-1-piperidinyl]-1-(4-morpholinyl)-ethanone CC1=NC=C(C(=N1)C1CCN(CC1)CC(=O)N1CCOCC1)C1=CC(=NO1)C